2-bromo-N1,N1-di(naphthalen-1-yl)-N3,N3-diphenylbenzene-1,3-diamine BrC1=C(C=CC=C1N(C1=CC=CC=C1)C1=CC=CC=C1)N(C1=CC=CC2=CC=CC=C12)C1=CC=CC2=CC=CC=C12